C(NC1=C(C(=CC=C1CC)Cl)CC)NC1=C(C(=CC=C1CC)Cl)CC methylene-bis(3-chloro-2,6-diethylaniline)